N[C@H](COC1=CC=2N(C=C1)C(=CN2)C2=CC(=C(C(=O)NC1CC1)C(=C2)OC)OC(F)F)C2CCCCC2 4-[7-[(2S)-2-amino-2-cyclohexyl-ethoxy]imidazo[1,2-a]pyridin-3-yl]-N-cyclopropyl-2-(difluoromethoxy)-6-methoxy-benzamide